C(C)OC(C(CC(CC1=CC=CC2=CC=CC=C12)=O)=O)=O 5-(naphthalen-1-yl)-2,4-dioxopentanoic acid ethyl ester